R-(α-naphthyl)-1-ethylamine C1(=CC=CC2=CC=CC=C12)NCC